O1C(NC=2C1=C1CCNCC1=CC2)=O 6,7,8,9-tetrahydrooxazolo[5,4-f]isoquinoline-2(3H)-one